NC1=C(C(NC2=C(C=CC=C12)C1=C(C=CC(=C1)OCC1=C(C=C(C=C1)C#N)OC)F)=O)C(=O)NCCC 4-amino-8-[5-[(4-cyano-2-methoxy-phenyl)methoxy]-2-fluoro-phenyl]-2-oxo-N-propyl-1H-quinoline-3-carboxamide